NC1=NC(=NC2=C(C=CC=C12)C1=C(C=C(C=C1C)\C=C\C#N)C)NC1=CC(=C(C#N)C=C1)OC (E)-4-((4-Amino-8-(4-(2-cyanovinyl)-2,6-dimethylphenyl)quinazolin-2-yl)amino)-2-methoxybenzonitrile